CCC=1C(=C2C=NNC2=C(C1)C(=O)NC=1C=C(C=2N(C1)C=C(N2)C)F)OC2CNCC2 5-2-ethyl-N-{8-fluoro-2-methylimidazo[1,2-a]pyridin-6-yl}-4-(pyrrolidin-3-yloxy)indazole-7-carboxamide